2-(1-cyclobutyl-1H-pyrazol-4-yl)-3-fluoro-5-nitrobenzoic acid ethyl ester C(C)OC(C1=C(C(=CC(=C1)[N+](=O)[O-])F)C=1C=NN(C1)C1CCC1)=O